(2,6-Dioxopiperidin-3-yl)-3',4'-dihydro-6'H-spiro[cyclohexane-1,2'-pyrano[2,3-f]isoindole]-4,6',8'(7'H)-trione O=C1NC(CCC1C1CC=2C(=CC=3C(NC(C3C2)=O)=O)OC12CCC(CC2)=O)=O